1-(4-(6-(((1R,3s,5S)-1,5-dimethyl-8-azabicyclo[3.2.1]octan-3-yl)(methyl)amino)pyridazin-3-yl)-3-hydroxyphenyl)-1H-imidazole C[C@]12CC(C[C@](CC1)(N2)C)N(C2=CC=C(N=N2)C2=C(C=C(C=C2)N2C=NC=C2)O)C